7-(4-((3-(2-Ethynylthiazol-4-yl)ureido)methyl)phenyl)benzo[d]thiazole-6-carboxamide C(#C)C=1SC=C(N1)NC(NCC1=CC=C(C=C1)C1=C(C=CC=2N=CSC21)C(=O)N)=O